6-methoxy-8-(4-(trifluoromethyl)phenoxy)quinoline-3-carboxylic acid COC=1C=C2C=C(C=NC2=C(C1)OC1=CC=C(C=C1)C(F)(F)F)C(=O)O